O1C[C@@H](OC2=NC=CC=C21)C2=CC=C(CN(C)C1CS(CC1)(=O)=O)C=C2 [(S)-4-(2,3-Dihydro-[1,4]dioxino[2,3-b]pyridin-3-yl)-benzyl]-(1,1-dioxo-tetrahydro-1lambda6-thiophen-3-yl)-methyl-amine